Cl.C(C)(C)(C)S(=O)(=O)C=1C(=CC=2N(C1)C(=CN2)C2=CC(=NC(=C2)F)NCC2CCNCC2)OC 4-(6-(tert-butylsulfonyl)-7-methoxyimidazo[1,2-a]pyridin-3-yl)-6-fluoro-N-(piperidin-4-ylmethyl)pyridin-2-amine hydrochloride